N-((1r,4r)-4-(3-methoxyazetidin-1-yl)cyclohexyl)-3-methyl-1-neopentyl-1H-thieno[2,3-c]pyrazole-5-carboxamide COC1CN(C1)C1CCC(CC1)NC(=O)C1=CC2=C(N(N=C2C)CC(C)(C)C)S1